COCC=1N=C2N(N=CC=C2C(=O)N[C@H]2CCOC3=CC(=CC=C23)F)C1C(=O)N 2-(methoxymethyl)-N8-[(4S)-7-fluorochroman-4-yl]imidazo[1,2-b]pyridazine-3,8-dicarboxamide